[I-].N1C=NC=C1 imidazole iodide